(S)-3-amino-2-((2,4,6-trimethylphenyl)sulfonamido)propionic acid ethyl ester C(C)OC([C@H](CN)NS(=O)(=O)C1=C(C=C(C=C1C)C)C)=O